N-((4-((9-(cyclopropylmethyl)-9H-purin-6-yl)oxy)phenyl)carbamothioyl)-3,4-dimethoxybenzamide C1(CC1)CN1C2=NC=NC(=C2N=C1)OC1=CC=C(C=C1)NC(=S)NC(C1=CC(=C(C=C1)OC)OC)=O